NCCCCNCCCN (4-aminobutyl)(3-aminopropyl)amine